2-{1,4-dioxaspiro[4.5]dec-7-en-8-yl}quinoline O1CCOC12CC=C(CC2)C2=NC1=CC=CC=C1C=C2